O=C(CCOCCOCCOCCC(=O)O)NC=1C=NC(=CC1)C=1N=NC(=NN1)C1=NC=CC=C1 3-(2-(2-(3-Oxo-3-((6-(6-(pyridin-2-yl)-1,2,4,5-tetrazin-3-yl)pyridin-3-yl)amino)propoxy)ethoxy)ethoxy)propanoic acid